3-(3,5-Difluorophenyl)-1,5-dimethyl-pyrazol-4-ol FC=1C=C(C=C(C1)F)C1=NN(C(=C1O)C)C